C1CCCC12CCC(CC2)=O spiro[4.5]decan-8-one